OC1=C(C(=C(C=C1)C)CC)C hydroxyl-2-ethyl-1,3-dimethyl-benzene